N-[2-(4-amino-1H-indol-3-yl)ethyl]acetamide NC1=C2C(=CNC2=CC=C1)CCNC(C)=O